ClC=1C=CC(=NC1OCC1=CC=C(C=C1)Cl)C1=CC(=C(CC2=NC3=C(N2[C@@H]2COCC2(C)C)C=C(C=C3)C(=O)O)C=C1F)F (S)-2-(4-(5-chloro-6-((4-chlorobenzyl)oxy)pyridin-2-yl)-2,5-difluorobenzyl)-1-(4,4-dimethyltetrahydrofuran-3-yl)-1H-benzo[d]imidazole-6-carboxylic acid